CC1=C(C(=O)O)C=C(C=C1S(=O)(=O)O)S(=O)(=O)O 2-methyl-3,5-disulfobenzoic acid